(R)-N-(3-chloro-5-(methylsulfonamido)phenyl)-4-(3-(1-(3,5-difluorophenyl)ethoxy)pyridin-2-yl)-5-methylthiophene-2-carboxamide ClC=1C=C(C=C(C1)NS(=O)(=O)C)NC(=O)C=1SC(=C(C1)C1=NC=CC=C1O[C@H](C)C1=CC(=CC(=C1)F)F)C